FC12CC(C1)(C2)CNCC=2C=CC=1N(C2)C=C(N1)CC=1N=NN(C1)C=1C=NC=C(C1)N1CCCC1 1-(3-fluorobicyclo[1.1.1]pentan-1-yl)-N-((2-((1-(5-(pyrrolidin-1-yl)pyridin-3-yl)-1H-1,2,3-triazol-4-yl)methyl)imidazo[1,2-a]pyridin-6-yl)methyl)methylamine